ClC1=NN2C(C3=CC(=C(C=C13)Cl)Cl)=NN=C2C 6,8,9-Trichloro-3-methyl-[1,2,4]triazolo[3,4-a]phthalazine